C(C)[C@@H]1N(C[C@@H](NC[C@@H](NC1)CC)CC)CCN1[C@H](CN[C@H](CN[C@H](C1)CC)CC)CC 1,2-bis((2S,5S,8S)-2,5,8-triethyl-1,4,7-triazonan-1-yl)ethane